N1C=CC2=CC(=CC=C12)C1=CN(C2=NC=C(C=C21)C2=CC=C(C=C2)N2CCN(CC2)C)[SH4]OOC2=CC=C(C=C2)C 3-(1H-indol-5-yl)-1-[(4-methylphenyl)dioxy-lambda6-thio]-5-[4-(4-methylpiperazin-1-yl)phenyl]pyrrolo[2,3-b]pyridine